5-bromo-4-chloro-2-ethyl-1-methyl-6-(trifluoromethyl)-1H-benzo[d]imidazole BrC1=C(C2=C(N(C(=N2)CC)C)C=C1C(F)(F)F)Cl